2-chloro-N-(2,6-dibromophenyl)acetamide ClCC(=O)NC1=C(C=CC=C1Br)Br